3-(5-(4-Aminoisoquinolin-3-yl)-1-oxoisoindolin-2-yl)piperidine-2,6-dione NC1=C(N=CC2=CC=CC=C12)C=1C=C2CN(C(C2=CC1)=O)C1C(NC(CC1)=O)=O